glycerol tristearate dilaurate C(CCCCCCCCCCC)(=O)O.C(CCCCCCCCCCC)(=O)O.C(CCCCCCCCCCCCCCCCC)(=O)O.C(CCCCCCCCCCCCCCCCC)(=O)O.C(CCCCCCCCCCCCCCCCC)(=O)O.OCC(O)CO